1,2-di-(9Z-heptadecenoyl)-sn-glycero-3-phospho-(1'-sn-glycerol) CCCCCCC/C=C\CCCCCCCC(=O)OC[C@H](COP(=O)(O)OC[C@H](CO)O)OC(=O)CCCCCCC/C=C\CCCCCCC